(S)-N'-(((S)-2,8-difluoro-1,2,3,5,6,7-hexahydro-s-indacen-4-yl)carbamoyl)-2,2-dimethyl-2,3-dihydropyrazolo[5,1-b]oxazole-7-sulfonimidamide F[C@@H]1CC2=C(C=3CCCC3C(=C2C1)NC(=O)N=[S@@](=O)(N)C=1C=NN2C1OC(C2)(C)C)F